OC1CN(C1)C(=O)O[C@@H]1CC[C@H](CC1)C(N(CC12CCC(CC1)(CC2)C2=CC(=C(C=C2)OC)C)C2=NC=NC(=C2)C=2C=NN(C2)C(C)C)=O 4-((6-(1-Isopropyl-1H-pyrazol-4-yl)pyrimidin-4-yl)((4-(4-methoxy-3-methylphenyl)bicyclo[2.2.2]octan-1-yl)methyl)carbamoyl)(trans-cyclohexyl) 3-hydroxyazetidine-1-carboxylate